7-chloro-2-(4-methoxybenzyl)-1-methyl-1,5-dihydro-4H-imidazo[4,5-c]quinolin-4-one ClC=1C=CC=2C3=C(C(NC2C1)=O)N=C(N3C)CC3=CC=C(C=C3)OC